BrC=1C=C(C(=NC1)NC1=CC=C(C=C1)NC(OC(C)(C)C)=O)[N+](=O)[O-] Tert-butyl [4-(5-bromo-3-nitro-pyridin-2-ylamino)-phenyl]-carbamate